5alpha-androstan-3beta,17alpha-diol disulfate S(=O)(=O)(O)OS(=O)(=O)O.C[C@@]12[C@@H](CC[C@H]1[C@@H]1CC[C@H]3C[C@H](CC[C@]3(C)[C@H]1CC2)O)O